ethyl 2-((4-bromo-2-methylphenyl) (tert-butoxycarbonyl) amino)-thiazole-4-carboxylate BrC1=CC(=C(C=C1)N(C=1SC=C(N1)C(=O)OCC)C(=O)OC(C)(C)C)C